tert-butyl (4-((4-bromopyridin-2-yl)oxy)pentyl)carbamate BrC1=CC(=NC=C1)OC(CCCNC(OC(C)(C)C)=O)C